FC1=C(C(=O)N2CCN(CC2)C(CNCCOCCNC(=O)C2=NC=CC=C2NC(OC(C)(C)C)=O)=O)C=C(C=C1)CC1=NNC(C2=CC=CC=C12)=O tert-butyl (2-((2-(2-((2-(4-(2-fluoro-5-((4-oxo-3,4-dihydrophthalazin-1-yl)methyl)benzoyl)piperazin-1-yl)-2-oxoethyl)amino)ethoxy)ethyl)carbamoyl)pyridin-3-yl)carbamate